6-methyl-N-[2-(4-methylpiperazin-1-yl)ethyl]-4-{5-[(methylsulfonyl)amino]-2-phenoxyphenyl}-7-oxo-6,7-dihydro-1H-pyrrolo[2,3-d]pyridazine-2-carboxamide CN1N=C(C2=C(C1=O)NC(=C2)C(=O)NCCN2CCN(CC2)C)C2=C(C=CC(=C2)NS(=O)(=O)C)OC2=CC=CC=C2